N-(3-chloro-5-methylbenzyl)-2-(2,5-dimethoxy-4-methylphenyl)ethan-1-amine ClC=1C=C(CNCCC2=C(C=C(C(=C2)OC)C)OC)C=C(C1)C